CN(C(COC[C@H](C)OC=1C=NNC(C1C(F)(F)F)=O)=O)C1CCN(CC1)C1=NC=C(C=N1)C(F)(F)F (S)-N-methyl-2-(2-((6-oxo-5-(trifluoromethyl)-1,6-dihydropyridazin-4-yl)oxy)propoxy)-N-(1-(5-(trifluoromethyl)pyrimidin-2-yl)piperidin-4-yl)acetamide